2-fluoro-3-(5-methylthiazol-2-yl)benzoic acid FC1=C(C(=O)O)C=CC=C1C=1SC(=CN1)C